CC(C)(C)NS(=O)(=O)C1=CC=C(C=C1)N 4-amino-N-(tert-butyl)benzenesulfonamide